C(C)(=O)O[C@@H]1COC2=C1C=C(C=C2S(NC2=C(C(=C(C=C2)F)Br)F)(=O)=O)Cl (3S)-7-[(3-bromo-2,4-difluorophenyl)sulfamoyl]-5-chloro-2,3-dihydro-1-benzofuran-3-yl acetate